di(dihexyl thiocarbamoyl) disulfide C(CCCCC)N(C(=S)SSC(N(CCCCCC)CCCCCC)=S)CCCCCC